N=[S@@](=O)(C)C1=CC=C(C=C1)OC1=CC=NC2=CC(=CC=C12)OC (R)-imino(4-((7-methoxyquinolin-4-yl)oxy)phenyl)(methyl)-λ6-sulfanone